CN1C(CCC2=CC(=CC=C12)C=1C=C(C=NC1)CNC(=O)C1=C(N=NC(=C1)C)Cl)=O 3-Chloro-6-methylpyridazine-4-carboxylic acid [5-(1-methyl-2-oxo-1,2,3,4-tetrahydro-quinolin-6-yl)-pyridin-3-ylmethyl]-amide